CO[C@@H](C(O)=CC1=CC=CC=C1)[C@@H](O)[C@H](OC)[C@H](O)CO 2,4-di-O-methylbenzylidene-D-sorbitol